2-iodoeicosane IC(C)CCCCCCCCCCCCCCCCCC